C(C=C)(=O)N1CC(C1)C1=CN(C=2C(=NNC(C21)=O)N)C2=CC=C(C=C2)OC2=CC=CC=C2 3-(1-Acryloylazetidin-3-yl)-7-amino-1-(4-phenoxyphenyl)-1,5-dihydro-4H-pyrrolo[2,3-d]pyridazin-4-on